N(=[N+]=[N-])CCOCC(=O)NC1=C2C(N(C(C2=CC=C1)=O)C1C(NC(CC1)=O)=O)=O (2-azidoethoxy)-N-(2-(2,6-dioxopiperidin-3-yl)-1,3-dioxoisoindolin-4-yl)acetamide